BrC=1C=CC(=C(C1)CN)OCC1=CC(=C(C=C1)F)C(F)(F)F (5-bromo-2-((4-fluoro-3-(trifluoromethyl)benzyl)oxy)phenyl)methanamine